C(C)(C)(C)OC(=O)N1CC=2NN=C(C2C1)C(=O)O 5-(tert-butoxycarbonyl)-1,4,5,6-tetrahydropyrrolo[3,4-c]pyrazole-3-carboxylic acid